2,2,6,6-tetramethylpiperidin ethyl-2-[7-([2-fluoro-4-[3-(hydroxymethyl)pyrazol-1-yl]phenyl]amino)-1,6-naphthyridin-2-yl]-2-(piperidin-4-yl)acetate C(C)OC(C(C1CCNCC1)C1=NC2=CC(=NC=C2C=C1)NC1=C(C=C(C=C1)N1N=C(C=C1)CO)F)=O.CC1(NC(CCC1)(C)C)C